1-(2-aminoethyl)-2-dodecylimidazoline NCCN1C(=NCC1)CCCCCCCCCCCC